5-chloro-3-methyl-2-(5-morpholino-1H-imidazo[4,5-b]pyrazin-2-yl)phenol ClC=1C=C(C(=C(C1)O)C1=NC=2C(=NC=C(N2)N2CCOCC2)N1)C